N1(CCC[C@H]2CCCC[C@H]12)C([C@@H](CN1C(C2=CC=CC=C2C1=O)=O)NCC1=CC=C(C=C1)Cl)=O 2-[(2R)-3-[(4aR,8aS)-3,4,4a,5,6,7,8,8a-Octahydro-2H-quinolin-1-yl]-2-[(4-chlorophenyl)methylamino]-3-oxo-propyl]isoindoline-1,3-dione